5-(4-methoxyphenyl)-6-(6-methylpyridin-2-yl)-2,3-dihydro-1H-imidazo[1,2-a]imidazole COC1=CC=C(C=C1)C1=C(N=C2N1CCN2)C2=NC(=CC=C2)C